C(=O)C1=CC=C(S1)C=1C=C(C=CC1)[C@@H](C)NC(C1=C(C=CC(=C1)N1CCN(CC1)C)C)=O N-[(1R)-1-[3-(5-formyl-2-thienyl)phenyl]ethyl]-2-methyl-5-(4-methylpiperazin-1-yl)benzamide